C(C)(=O)OC1C(OC(C1F)[C@H](C(F)(F)F)OC(C)=O)N1C2=NC(=NC(=C2N(C1=O)CC(F)(F)F)OC)N 5-((R)-1-Acetoxy-2,2,2-trifluoroethyl)-2-(2-amino-6-methoxy-8-oxo-7-(2,2,2-trifluoroethyl)-7,8-dihydro-9H-purin-9-yl)-4-fluorotetrahydrofuran-3-yl acetate